FC1=C(C(=CC=C1)F)CN1C(N(C(C2=C1SC(=C2CN(C)C)C2=CC=C(C=C2)NC(=O)NOC)=O)C=2N=NC(=CC2)S(=O)(=O)C)=O 1-(4-{1-[(2,6-difluorophenyl)methyl]-5-[(dimethylamino)methyl]-3-(6-methylsulfonylpyridazin-3-yl)-2,4-dioxothieno[2,3-d]pyrimidin-6-yl}phenyl)-3-methoxyurea